ClC1=NC(=CC=C1[N+](=O)[O-])Cl 2,6-dichloro-3-nitro-pyridine